NCC(CN1CC2=CC(=CC=C2CC1)F)O 1-amino-3-(7-fluoro-3,4-dihydroisoquinolin-2(1H)-yl)propan-2-ol